FC=1C(=C(C=C(C1)N1C=NC=2C1=NC=C(C2)NC=2N=NC(=CC2)C)N2N=C(C=C2C)C#N)C(C)O 1-[3-fluoro-2-(1-hydroxyethyl)-5-[6-[(6-methylpyridazin-3-yl)amino]imidazo[4,5-b]pyridin-3-yl]phenyl]-5-methyl-pyrazole-3-carbonitrile